(S)-4-(4-fluorophenyl)-N-((1-isopropylpyrrolidin-3-yl)methyl)-3,4-dihydroquinoxaline FC1=CC=C(C=C1)N1CCN(C2=CC=CC=C12)C[C@@H]1CN(CC1)C(C)C